ON1N=NC2=C(C1=O)C=CC=C2 3-hydroxy-4-oxo-1,2,3-benzotriazine